CC1=C(C(=CC(=C1)C1=C(C(=CC=C1)C)C)C)C1=C(C(=CC=C1)OC(C)(C)C)P(C1CCCCC1)C1CCCCC1 [2',6'-dimethyl-4'-(xylyl)-3-tert-butoxy-biphenyl-2-yl]-dicyclohexylphosphine